COC(C1=C(N=C(C=C1C(=C)OCC)Br)OC1CC1)=O 6-bromo-2-cyclopropyloxy-4-(1-ethoxyvinyl)nicotinic acid methyl ester